(2-(2,5-dimethyl-1H-pyrrol-1-yl)-6-fluoro-[1,2,4]triazolo[1,5-a]pyridin-7-yl)boronic acid CC=1N(C(=CC1)C)C1=NN2C(C=C(C(=C2)F)B(O)O)=N1